2'-[6-amino-5-(trifluoromethyl)pyridin-3-yl]-N-cyclobutyl-5',6'-dihydrospiro[azetidine-3,4'-pyrrolo[1,2-b]pyrazole]-1-carboxamide NC1=C(C=C(C=N1)C=1C=C2N(N1)CCC21CN(C1)C(=O)NC1CCC1)C(F)(F)F